(indole-4-yl)methanol N1C=CC2=C(C=CC=C12)CO